(S)-2-((8-((4-chloro-2-fluorobenzyl)oxy)-3,4-dihydro-2,7-naphthyridin-2(1H)-yl)methyl)-3-(oxetan-2-ylmethyl)-3H-imidazo[4,5-b]pyridine-5-carboxylic acid ClC1=CC(=C(COC=2N=CC=C3CCN(CC23)CC2=NC=3C(=NC(=CC3)C(=O)O)N2C[C@H]2OCC2)C=C1)F